OC[C@H]1O[C@@H]([C@@H]([C@H]([C@H]1O)N1N=NC(=C1)C1=CC(=C(C(=C1)F)F)F)O)C[C@H]1CC(=NO1)C1CCNCC1 |&1:25| (2r,3r,4r,5r,6r)-2-(hydroxymethyl)-6-(((RS)-3-(piperidin-4-yl)-4,5-dihydroisoxazol-5-yl)methyl)-4-(4-(3,4,5-trifluorophenyl)-1H-1,2,3-triazol-1-yl)tetrahydro-2H-pyran-3,5-diol